6-[3-(5-chloro-2-fluoro-phenyl)-1H-pyrazol-4-yl]-N-methyl-N-(2-piperazin-1-ylethyl)-1,5-naphthyridin-3-amine ClC=1C=CC(=C(C1)C1=NNC=C1C=1N=C2C=C(C=NC2=CC1)N(CCN1CCNCC1)C)F